5-chloro-2-((3-cyanobenzyloxy)-4-((3-(2,3-dihydrobenzo[b][1,4]dioxin-6-yl)-2-methylbenzyl)oxy)benzyl)-4-hydroxypyrrolidine-2-carboxylic acid ClC1C(CC(N1)(C(=O)O)C(C1=CC=C(C=C1)OCC1=C(C(=CC=C1)C1=CC2=C(OCCO2)C=C1)C)OCC1=CC(=CC=C1)C#N)O